p-Xylylenediamine C1=CC(=CC=C1CN)CN